pyrazolo-pyrazine N1N=CC2=C1N=CC=N2